O=C1NC(CCC1NC1=CC=C(C=C1)C1CCN(CC1)C(CN1CCC(CC1)C=1N=C2N(C=C(C(=C2)OC(C)C)NC(C2=C(C=C(C=C2)F)F)=O)C1)=O)=O N-(2-(1-(2-(4-(4-((2,6-dioxopiperidin-3-yl)amino)phenyl)piperidin-1-yl)-2-oxoethyl)piperidin-4-yl)-7-isopropoxyimidazo[1,2-a]pyridin-6-yl)-2,4-difluorobenzamide